7-deoxy-D-altro-2-heptulose OCC(=O)[C@@H](O)[C@H](O)[C@H](O)[C@H](O)C